4-({[bis(methylamino)phosphoryl]methyl}sulfanyl)-N-(3-bromo-4-fluorophenyl)-N'-hydroxy-1,2,5-oxadiazole-3-carboximidamide CNP(=O)(NC)CSC=1C(=NON1)C(NC1=CC(=C(C=C1)F)Br)=NO